CC1=NOC(=C1)COC1=CC(=NC2=C(N=CC=C12)C1=CC=NN1)N1CCOCC1 4-[(3-methyl-1,2-oxazol-5-yl)methoxy]-2-(morpholin-4-yl)-8-(1H-pyrazol-5-yl)-1,7-naphthyridine